glycidyl α-methallyloxymethylacrylate C(C(C)=C)OCC(C(=O)OCC1CO1)=C